(2R)-N-[(2S)-2-(1-benzylpiperidin-4-yl)-2-hydroxyethyl]-4-(3-cyano-4-fluorophenyl)-N,2-dimethylpiperazine-1-carboxamide C(C1=CC=CC=C1)N1CCC(CC1)[C@@H](CN(C(=O)N1[C@@H](CN(CC1)C1=CC(=C(C=C1)F)C#N)C)C)O